COC1=C(C(=O)O)C(=CC(=C1)C(C)(CCCCN1CCOCC1)C)OC 2,6-dimethoxy-4-(2-methyl-6-morpholinohexan-2-yl)benzoic acid